FC(C(=O)O)(F)F.N[C@H]1[C@@H](OCCC1)C1=C(C2=NC(=CC(=C2S1)NCC=1SC=CC1)Cl)C#CCCO 4-(2-((2r,3r)-3-aminotetrahydro-2H-pyran-2-yl)-5-chloro-7-((thiophen-2-ylmethyl)amino)thieno[3,2-b]pyridin-3-yl)but-3-yn-1-ol trifluoroacetate